2-amino-6-hydroxy-2-(2-(trifluoromethyl)phenyl)cyclohexan-1-one hydrochloride Cl.NC1(C(C(CCC1)O)=O)C1=C(C=CC=C1)C(F)(F)F